C(C#C)NC=1C=NC2=CC=CC=C2N1 3-(prop-2-yn-1-ylamino)quinoxaline